O1C(=CC=C1)CN(C(C1=CC=CC=C1)=O)CC=1C(NC2=CC(=CC=C2C1)OC)=O N-(Furan-2-ylmethyl)-N-((7-methoxy-2-oxo-1,2-dihydroquinolin-3-yl)methyl)benzamide